vanadium sulfide carbon [C+4].[S-2].[V+5]